[C@H]12CN(C[C@H](CC1)N2)C2=NC(=NC1=C(C(=C(C=C21)F)C=2C(=C(N)C=C(C2C(F)(F)F)F)F)F)OC[C@]21CCCN1C[C@@H](C2)F 3-(4-((1R,5S)-3,8-diazabicyclo[3.2.1]octan-3-yl)-6,8-difluoro-2-(((2R,7aS)-2-fluorotetrahydro-1H-pyrrolizin-7a(5H)-yl)-methoxy)quinazolin-7-yl)-2,5-difluoro-4-(trifluoromethyl)-aniline